CS(=O)(NC=1C=C2CN(CC2=CC1)C(=O)OC(C)(C)C)=N tert-butyl 5-methanesulfonoimidamido-2,3-dihydro-1H-isoindole-2-carboxylate